C(C=C)(=O)N1C[C@@H](N(CC1)C1=C(C(N(C2=NC(=C(C=C12)Cl)C1=C(C(=C(C(=C1F)F)F)F)N)C=1C(=NC=CC1C)C(C)C)=O)C#N)C 4-((S)-4-acryloyl-2-methylpiperazin-1-yl)-7-(2-amino-3,4,5,6-tetrafluorophenyl)-6-chloro-1-(2-isopropyl-4-methylpyridin-3-yl)-2-oxo-1,2-dihydro-1,8-naphthyridine-3-carbonitrile